FC=1C(=NC=CC1OC)CNC(=O)C=1N=NNC1 N-((3-fluoro-4-methoxypyridin-2-yl)methyl)-1H-1,2,3-triazole-4-carboxamide